C(C=C)OC=1C=C(C=CC1)NC(C1=CC=C(C=C1)C#C)=O N-(3-(allyloxy)phenyl)-4-ethynyl-benzamide